OC=1NC=2N(C(C1C1=CC3=C(OCCN3CC3=CC=C(C=C3)OC)C=C1)=O)N=C(C2C2=CC=CC=C2)C2=CC=CC=C2 5-hydroxy-6-(4-(4-methoxybenzyl)-3,4-dihydro-2H-benzo[b][1,4]oxazin-6-yl)-2,3-diphenylpyrazolo[1,5-a]pyrimidin-7(4H)-one